C1(CC1)N1N=CC(=C1)[C@H]1CN(C[C@H](O1)C)C1=NC2=NC(=C(N=C2C(=N1)C12CC(C1)(C2)C(F)(F)F)C)C (2S,6R)-2-(1-cyclopropyl-1H-pyrazol-4-yl)-4-(6,7-dimethyl-4-(3-(trifluoromethyl)bicyclo[1.1.1]pentan-1-yl)pteridin-2-yl)-6-methylmorpholine